BrC1=CC(=C(C=C1)[C@H]1N(CC[C@@H](C1)OCC)C(=O)OCC1=CC=CC=C1)OCCNC(=O)OC(C)(C)C benzyl (2s,4s)-2-(4-bromo-2-(2-((tert-butoxycarbonyl) amino) ethoxy) phenyl)-4-ethoxypiperidine-1-carboxylate